(Z)-N-(4-cyanophenyl)-2-(5-methyl-2-oxoindoline-3-ylidene)hydrazine carbonate C(O)(O)=O.C(#N)C1=CC=C(C=C1)N\N=C\1/C(NC2=CC=C(C=C12)C)=O